O1CCOC2=NC=C(C=C21)S(=O)(=O)N2CCC1(C[C@H](CO1)NC[C@@H](COC=1C=C(C=CC1)S(=O)(=O)NC)O)CC2 3-((S)-3-((R)-8-(2,3-dihydro-[1,4]dioxino[2,3-b]pyridin-7-ylsulfonyl)-1-oxa-8-azaspiro[4.5]decan-3-ylamino)-2-hydroxypropoxy)-N-methylbenzenesulfonamide